2-(2-morpholinopyrimidin-5-yl)-9-phenyl-6,7,8,9-tetrahydrobenzo[4,5]imidazo[1,2-a]pyridin-9-ol O1CCN(CC1)C1=NC=C(C=N1)C=1C=CC=2N(C1)C1=C(N2)CCCC1(O)C1=CC=CC=C1